C1(CC1)S(=O)(=O)NC=1SC=C(N1)C(C(=O)NC1=NC=C(C=C1)C1=NC(=CN=C1)C(F)(F)F)(CC)CC 2-(2-(cyclopropanesulfonamido)thiazol-4-yl)-2-ethyl-N-(5-(6-(trifluoromethyl)pyrazin-2-yl)pyridin-2-yl)butanamide